6-chloro-7-(5-methyl-1H-indazol-4-yl)quinolin-4-ol ClC=1C=C2C(=CC=NC2=CC1C1=C2C=NNC2=CC=C1C)O